C(C(C)C)OC(C(CC(=O)OCC(C)C)CC1CCCCC1)=O (cyclohexylmethyl)succinic acid diisobutyl ester